5-[4-(2-cyclobutoxy-3-pyridyl)-2,6-difluoro-phenyl]hexanoic acid C1(CCC1)OC1=NC=CC=C1C1=CC(=C(C(=C1)F)C(CCCC(=O)O)C)F